C1(CCCCC1)CNC(CC1C(N(C2=C(S1)N=CC=C2)C)=O)=O N-(cyclohexylmethyl)-2-(1-methyl-2-oxo-2,3-dihydro-1H-pyrido[2,3-b][1,4]thiazin-3-yl)acetamide